5-(hydroxymethyl)-3-isocyanatotetrahydrofuran-3-yl methanesulfonate CS(=O)(=O)OC1(COC(C1)CO)N=C=O